ClC1=C(C2=C(N=N1)N(C=N2)[C@H]2CN(CCC2)C)C (R)-3-chloro-4-methyl-7-(1-methylpiperidin-3-yl)-7H-imidazo[4,5-c]pyridazine